ClC1=CC=C2C(NC=3N(C2=C1)C(SC3C(=O)NC3=CC=CC=C3)=S)=O 8-chloro-5-oxo-N-phenyl-1-thioxo-4,5-dihydro-1H-thiazolo[3,4-a]quinazoline-3-carboxamide